FC(CNC(=O)C1=CN=C2N1C=C(C=C2)C2=CNC1=NC=C(C=C12)C(NC=1C=NC=C(C1)F)=O)F N-(2,2-difluoroethyl)-6-(5-((5-fluoropyridin-3-yl)carbamoyl)-1H-pyrrolo[2,3-b]pyridin-3-yl)imidazo[1,2-a]pyridine-3-carboxamide